OCCS(=O)(=O)C=1C=C(OC[C@H](CN[C@H]2COC3(C2)CCN(CC3)S(=O)(=O)C3=CC(=CC=C3)C3=NC=CC(=C3)C)O)C=CC1 (S)-1-(3-(2-hydroxyethylsulfonyl)phenoxy)-3-((R)-8-(3-(4-methylpyridin-2-yl)benzenesulfonyl)-1-oxa-8-azaspiro[4.5]decan-3-ylamino)propan-2-ol